(P)-4-(3-hydroxy-1-naphthalenyl)-7,7-dimethyl-2-(2-(2-propenoyl)-2,6-diazaspiro[3.4]octan-6-yl)-7,8-dihydro-5H-pyrano[4,3-b]pyridine-3-carbonitrile OC=1C=C(C2=CC=CC=C2C1)C1=C2C(=NC(=C1C#N)N1CC3(CN(C3)C(C=C)=O)CC1)CC(OC2)(C)C